C(C)(=O)C1=NN(C2=CC=C(C=C12)C=1C=NC(=NC1)C)CC(=O)N1[C@@H](CCC1=O)C(=O)O (S)-1-(2-(3-acetyl-5-(2-methylpyrimidin-5-yl)-1H-indazol-1-yl)acetyl)-5-oxopyrrolidine-2-carboxylic acid